F[C@@H]1CN(CCC1)C1=NC=C(C=N1)C=1SC=2C(N(CCC2N1)C(=O)OC(C)(C)C)=O tert-butyl (S)-2-(2-(3-fluoropiperidin-1-yl)pyrimidin-5-yl)-4-oxo-6,7-dihydrothiazolo[5,4-c]pyridine-5(4H)-carboxylate